O1C[C@H](CC1)C(=O)O (S)-TETRAHYDRO-3-FURANCARBOXYLIC ACID